4,4-difluoro-4-(5-methylbenzoxazol-2-yl)butanoic acid methyl ester COC(CCC(C=1OC2=C(N1)C=C(C=C2)C)(F)F)=O